N-(2-chloro-3-((5-chloro-3-methyl-4-oxo-3,4-dihydroquinazolin-6-yl)amino)-4-fluorophenyl)-3-((difluoromethoxy)methyl)azetidine-1-sulfonamide trifluoroacetate salt FC(C(=O)O)(F)F.ClC1=C(C=CC(=C1NC=1C(=C2C(N(C=NC2=CC1)C)=O)Cl)F)NS(=O)(=O)N1CC(C1)COC(F)F